O1CCN(CC1)C1=CC(=NC=N1)N[C@H]1CN(CCC1)C1=CC=C(C=N1)C=O 6-[(3R)-3-[(6-morpholinopyrimidin-4-yl)amino]-1-piperidyl]pyridine-3-carbaldehyde